BrC1=CN=C(C2=CC(=NC=C12)Cl)C(C)C 4-bromo-7-chloro-1-(propan-2-yl)-2,6-naphthyridine